[1,4]oxazepino[5,6,7-de]quinazolin-2(1H)-carboxylic acid tert-butyl ester C(C)(C)(C)OC(=O)C=1NC=2C=CC=C3C2C(N1)=NC=CO3